6-(Bromomethyl)quinoline BrCC=1C=C2C=CC=NC2=CC1